ClC=1C=C(C=C(C1OC1=NNC(C2=CC(=CC=C12)Cl)=O)Cl)N1N=C(C(NC1=O)=O)C#N 2-(3,5-dichloro-4-((6-chloro-4-oxo-3,4-dihydro-phthalazin-1-yl)oxy)phenyl)-3,5-dioxo-2,3,4,5-tetrahydro-1,2,4-triazine-6-carbonitrile